3,5-dichloro-2,4,6-trifluoro-benzonitrile ClC=1C(=C(C#N)C(=C(C1F)Cl)F)F